bromo-2,4,6-trifluoro-N-(isoxazol-3-yl)benzenesulfonamide BrC=1C(=C(C(=CC1F)F)S(=O)(=O)NC1=NOC=C1)F